ClC(C)C=1C=CC(=NC1)OC 5-(1-chloroethyl)-2-methoxypyridine